C1(=CC=CC=C1)N(C1=CC=CC=C1)C1=CC=CC=C1 tris-phenylamine